O=C1NC(CCC1C=1C=C(C=CC1)N1CCC(CC1)C=O)=O 1-(3-(2,6-dioxopiperidin-3-yl)phenyl)piperidine-4-carbaldehyde